CC=1C=C2C=CN(C2=CC1)C(=O)[C@H]1[C@H]([C@@H]2CC[C@H]1O2)C(=O)O (1S,2R,3S,4R)-3-(5-methyl-1H-indole-1-carbonyl)-7-oxabicyclo[2.2.1]heptane-2-carboxylic acid